4-(4-((1R,5S)-3,8-diazabicyclo[3.2.1]octan-3-yl)-8-fluoro-2-(((2R,7aS)-2-fluorotetrahydro-1H-pyrrolizin-7a(5H)-yl)methoxy)quinazolin-7-yl)-5,6,7,8-tetrahydronaphthalen-2-ol [C@H]12CN(C[C@H](CC1)N2)C2=NC(=NC1=C(C(=CC=C21)C2=CC(=CC=1CCCCC21)O)F)OC[C@]21CCCN1C[C@@H](C2)F